2-[6-[(4aR,7aR)-3,4,4a,5,7,7a-hexahydro-2H-pyrrolo[3,4-b][1,4]oxazin-6-yl]pyridazin-3-yl]-3,5-dimethylphenol O1[C@H]2[C@H](NCC1)CN(C2)C2=CC=C(N=N2)C2=C(C=C(C=C2C)C)O